BrC1=C(N=C2N(C1=O)C=C(N2CC(C)=O)C)C(F)(F)F 6-bromo-2-methyl-1-(2-oxopropyl)-7-(trifluoromethyl)imidazo[1,2-a]pyrimidin-5-one